2-AMINO-4-CHLOROBENZALDEHYDE NC1=C(C=O)C=CC(=C1)Cl